C(C=CC1=CC=CC=C1)(=O)N Cinnamic acid amide